FC=1C(=C(C=CC1F)[C@@H]1[C@@H](O[C@@](C1)(CC(F)(F)F)C)C(=O)NC1=CC(=NC=C1)C(=O)N)OC (2R,3R,5S)-4-[[3-(3,4-Difluoro-2-methoxy-phenyl)-5-methyl-5-(2,2,2-trifluoroethyl)tetrahydrofuran-2-carbonyl]amino]pyridin-2-carboxamid